CC(C)C[C@@H](C(=O)N[C@@H](CC1=CC=C(C=C1)O)C(=O)O)N The molecule is a dipeptide formed from L-leucine and L-tyrosine residues. It has a role as a metabolite. It derives from a L-leucine and a L-tyrosine.